5-Chloro-6-((1-fluoro-4-oxocyclohexyl)methoxy)pyridine-3-sulfonamide ClC=1C=C(C=NC1OCC1(CCC(CC1)=O)F)S(=O)(=O)N